6-amino-7-bromo-2,2-difluoro-1,3-benzodioxole-5-carboxylate NC=1C(=CC2=C(OC(O2)(F)F)C1Br)C(=O)[O-]